ClC1=C(C(=O)N2CC(C2)NC(=O)N[C@H]2CNCC2)C=CC(=C1)NC=1C=2N(C=CN1)C(=CN2)C=2C(=NNC2)C(F)(F)F 1-[1-[2-chloro-4-[[3-[3-(trifluoromethyl)-1H-pyrazol-4-yl]imidazo[1,2-a]pyrazin-8-yl]amino]benzoyl]azetidin-3-yl]-3-[(3R)-pyrrolidin-3-yl]urea